N1(N=CC=C1)C=1C=C(C=CC1)C1=NC(=NC(=C1OC)Cl)N1CCOCC1 4-(4-(3-(1H-pyrazol-1-yl)phenyl)-6-chloro-5-methoxypyrimidin-2-yl)morpholine